ClC1=CC=C(C=N1)N1C[C@H](CC1)O (S)-1-(6-chloropyridin-3-yl)pyrrolidin-3-ol